C[C@@H]1CC[C@H](CN1)NC1=NC=C(C(=N1)C1=CNC2=NC(=CC=C21)C2=NN=NN2C)C(F)(F)F N-[(3R,6R)-6-methyl-3-piperidyl]-4-[6-(1-methyltetrazol-5-yl)-1H-pyrrolo[2,3-b]pyridin-3-yl]-5-(trifluoromethyl)pyrimidin-2-amine